tert-butyl 3-[4-(4-[3-cyano-4-methoxypyrazolo[1,5-a]pyridine-6-yl]-5-methylpyrazol-1-yl)piperidin-1-yl]azetidine-1-carboxylate C(#N)C=1C=NN2C1C(=CC(=C2)C=2C=NN(C2C)C2CCN(CC2)C2CN(C2)C(=O)OC(C)(C)C)OC